N,N-bis(2-hydroxy-ethyl)-p-phenylene-diamine OCCN(C1=CC=C(C=C1)N)CCO